(2,2,2-trifluoro-1-phenylethyl)biphenyl-2,5-diamine FC(C(C1=CC=CC=C1)C1=C(C(=CC(=C1)N)C1=CC=CC=C1)N)(F)F